C1(=CC=C(C=C1)C(=O)C(C(C(=O)O)(O)C(=O)C1=CC=C(C=C1)C)(O)C(=O)O)C (2S,3S)-di-p-toluoyl-tartaric acid